Methyl 4,5-dihydro-3-(4-hydroxyphenyl)-5-isoxazoleacetate OC1=CC=C(C=C1)C1=NOC(C1)CC(=O)OC